C1(CC1)C1=NN=NN1 5-Cyclopropyl-tetrazole